1-(3-(3-(benzyloxy)propoxy)-2,2-dimethylpropyl)-4-bromo-pyrazole C(C1=CC=CC=C1)OCCCOCC(CN1N=CC(=C1)Br)(C)C